FC(C1NC=NC2=CC=CC=C12)(F)F 4-(trifluoromethyl)-3,4-dihydro-quinazoline